2-bromo-4-methyl-5-nitrobenzoic acid BrC1=C(C(=O)O)C=C(C(=C1)C)[N+](=O)[O-]